tert-butyl (2S,3R)-2-[(2,3'-difluoro[1,1'-biphenyl]-3-yl)methyl]-4,4-difluoro-3-[(methanesulfonyl)amino]pyrrolidine-1-carboxylate FC1=C(C=CC=C1C[C@@H]1N(CC([C@@H]1NS(=O)(=O)C)(F)F)C(=O)OC(C)(C)C)C1=CC(=CC=C1)F